1-methyl-3-oxo-3,5,6,7-tetrahydro-2H-cyclopenta[c]pyridine-6-carboxylic acid methyl ester COC(=O)C1CC=2C(=C(NC(C2)=O)C)C1